OCC1N(CC(NC1)C=1C(=C2COC(C2=CC1)=O)C)CC1=NN(C=C1)C1(C=CN=CC1C#N)C 4-((2-(hydroxymethyl)-5-(4-methyl-1-oxo-1,3-dihydroisobenzofuran-5-yl)piperazin-1-ylmethyl)-1H-pyrazol-1-yl)-4-methylnicotinonitrile